N-[(6-Amino-2-pyridyl)sulfonyl]-2-(2,2-dimethylpyrrolidin-1-yl)-6-(6-isobutoxy-2-pyridyl)pyridin-3-carboxamid NC1=CC=CC(=N1)S(=O)(=O)NC(=O)C=1C(=NC(=CC1)C1=NC(=CC=C1)OCC(C)C)N1C(CCC1)(C)C